(5-(3,4-difluorophenyl)pyridin-3-yl)(2,3-dihydro-4H-benzo[b][1,4]oxazin-4-yl)methanone FC=1C=C(C=CC1F)C=1C=C(C=NC1)C(=O)N1C2=C(OCC1)C=CC=C2